(R)-tert-butyl 2-aminopropionate hydrochloride Cl.N[C@@H](C(=O)OC(C)(C)C)C